NC1=CC=C(C(=O)N2CCC(CC2)N2N=CC(=C2)C=2C=C(C=3N(C2)N=CC3C#N)OC)C=C1 6-(1-(1-(4-aminobenzoyl)piperidin-4-yl)-1H-pyrazol-4-yl)-4-methoxypyrazolo[1,5-a]pyridine-3-carbonitrile